Methoxycinnamic acid COC(=CC1=CC=CC=C1)C(=O)O